C(C1=CC=CC=C1)OC1=C(C(OC12CCC(CC2)OCCOCCBr)=O)C2=C(C=C(C=C2C)C)C (5s,8s)-4-(benzyloxy)-8-(2-(2-bromoethoxy)ethoxy)-3-mesityl-1-oxaspiro[4.5]dec-3-en-2-one